F[C@@H](C(=O)N)C alpha-(R)-fluoro-propionamide